C(C)OC(=O)C=1C(=NN(C1Cl)C)O 5-chloro-3-hydroxy-1-methyl-1H-pyrazole-4-carboxylic acid ethyl ester